tert-butyl-(3S,4R)-3-amino-4-fluoropyrrolidine-1-carboxylic acid tert-butyl ester C(C)(C)(C)OC(=O)N1C([C@@H]([C@@H](C1)F)N)C(C)(C)C